B([O-])([O-])[O-].C(C(=O)[O-])(=O)[O-].[F-].[F-].[Li+] Lithium difluoride (oxalate) borate